(1S,2S)-2-(3-chlorophenyl)-N-(4-(((6-cyclopropylimidazo[1,2-b]pyridazin-2-yl)methyl)amino)pyridin-2-yl)cyclopropane-1-carboxamide ClC=1C=C(C=CC1)[C@@H]1[C@H](C1)C(=O)NC1=NC=CC(=C1)NCC=1N=C2N(N=C(C=C2)C2CC2)C1